2,6-dimethoxybenzoyl-diphenyl-phosphine oxide COC1=C(C(=O)P(C2=CC=CC=C2)(C2=CC=CC=C2)=O)C(=CC=C1)OC